S(=O)(=O)(O)O.C(CC1=CC=CC=C1)N (+)-phenethylamine sulfate